N-(tert-butyl)-3-((2-((4-(4-(3-(2,6-dioxopiperidin-3-yl)benzyl)piperazin-1-yl)phenyl)amino)-5-methylpyrimidin-4-yl)amino)benzenesulfonamide C(C)(C)(C)NS(=O)(=O)C1=CC(=CC=C1)NC1=NC(=NC=C1C)NC1=CC=C(C=C1)N1CCN(CC1)CC1=CC(=CC=C1)C1C(NC(CC1)=O)=O